C(C)(C)(C)OC(N(C)CC1OCCC=2C(=CC3=C(C12)OCO3)O)=O ((5-hydroxy-6,9-dihydro-7H-[1,3]dioxolo[4,5-H]isochromen-9-yl)methyl)(methyl)carbamic acid tert-butyl ester